C(#N)CCNC1(COCC1)C(=O)O 3-(2-cyanoethylamino)tetrahydrofuran-3-carboxylic acid